1-(1-(3-(2,4-difluorophenoxy)-1,6-naphthyridin-7-yl)-2,2-difluoroethyl)-3-methylpiperidin-3-ol FC1=C(OC=2C=NC3=CC(=NC=C3C2)C(C(F)F)N2CC(CCC2)(O)C)C=CC(=C1)F